3-(4-methoxyphenyl)pyridin-2-amine COC1=CC=C(C=C1)C=1C(=NC=CC1)N